FC1=CC2=C(N(C(N=C2N2[C@H](CN(CC2)C(C(C)F)=O)C)=O)C=2C(=NC=CC2C)C(C)C)N=C1C1=C(C=CC=C1SC)F 6-fluoro-7-(2-fluoro-6-(methylthio)phenyl)-4-((S)-4-(2-fluoropropoyl)-2-methylpiperazin-1-yl)-1-(2-isopropyl-4-methylpyridin-3-yl)pyrido[2,3-d]pyrimidin-2(1H)-one